C(C)(C)(C)[C@@H]1CC=2C=C3C(=NC2CC1)SC(=N3)C(=O)N[C@H](CCN(C)C)C3=CC(=CC=C3)C(N[C@@H]3CNC[C@H]3O)=O (7S)-7-tert-butyl-N-[(1R)-3-(dimethylamino)-1-[3-[[(3R,4R)-4-hydroxypyrrolidin-3-yl]carbamoyl]phenyl]propyl]-5,6,7,8-tetrahydrothiazolo[5,4-b]quinoline-2-carboxamide